3-(2,2-dimethylpropyl)-9-hydroxy-10-methoxy-1H,2H,3H,4H,6H,7H,11bH-pyrido[2,1-a]isoquinolin-2-one CC(CC1C(CC2N(CCC3=CC(=C(C=C23)OC)O)C1)=O)(C)C